5-amino-3-(3,4,5,6-tetrahydro-2H-pyran-4-yloxy)benzoic acid NC=1C=C(C=C(C(=O)O)C1)OC1CCOCC1